O-isopropyl-N-ethylthiocarbamic acid C(C)(C)OC(NCC)=S